BrC1=CC=CC(=N1)N(C=1C=2N(N=C(C1)NC1C(CCCC1)O)C(=CN2)C#N)CC2=CC=C(C=C2)OC 8-((6-bromopyridine-2-yl)(4-methoxybenzyl)amino)-6-(2-hydroxycyclohexylamino)imidazo[1,2-b]Pyridazine-3-carbonitrile